C(C)(C)(C)OC(=O)N1[C@@H](C[C@H](C1)NC(=O)C=1OC(=NN1)C1=C(C=CC(=C1)OC(F)(F)F)OC1CC1)CN1N=NC=C1 (2s,4r)-2-((1H-1,2,3-triazol-1-yl)methyl)-4-(5-(2-cyclopropoxy-5-(trifluoromethoxy)phenyl)-1,3,4-oxadiazole-2-carboxamido)pyrrolidine-1-carboxylic acid tert-butyl ester